Cl.C(CC1=CC=CC=C1)C1=NC(=NC(=N1)N)N phenethyl-1,3,5-triazine-2,4-diamine hydrochloride